C(CCCCCCCCC)S n-Decyl Thiol